2-(4-(3-(1-(5-chloropyrimidin-2-yl)piperidin-4-yl)propoxy)-2-fluorophenyl)-1-(1-((2S,3S,4R)-2,3,4,5-tetrahydroxypentyl)-1,7-diazaspiro[3.5]nonan-7-yl)ethan-1-one ClC=1C=NC(=NC1)N1CCC(CC1)CCCOC1=CC(=C(C=C1)CC(=O)N1CCC2(CCN2C[C@@H]([C@@H]([C@@H](CO)O)O)O)CC1)F